ClC1=C(C2=C(C=N1)C(=NN2C)[C@H]2C1CN(C(C21)C(=O)OC)C(=O)OC(C)(C)C)F |r| O3-tert-butyl O2-methyl rac-(6S)-6-(6-chloro-7-fluoro-1-methyl-pyrazolo[4,3-c]pyridin-3-yl)-3-azabicyclo[3.1.0]hexane-2,3-dicarboxylate